N-undecylundecane-1,11-diamine C(CCCCCCCCCC)NCCCCCCCCCCCN